FC1=C(CN2C(C3=NC=CN=C3C(=C2)C(=O)N[C@@H]2[C@H](CCCCC2)O)=O)C(=CC(=C1)C=1C2=CN(N=C2C=CC1)C)F 6-(2,6-difluoro-4-(2-methyl-2H-indazol-4-yl)benzyl)-N-((1S,2S)-2-hydroxycycloheptyl)-5-oxo-5,6-dihydropyrido[3,4-b]pyrazine-8-carboxamide